[Cl-].C(=O)(O)C=1C(=CC(=[NH+]C1)C)Cl 5-(carboxy)-4-chloro-2-methylpyridin-1-ium chloride